C[C@@H]1O[C@@H](CN(C1)CCN1C(C(=C(C2=CC=CN=C12)O)C(=O)NC1CCC(CC1)C)=O)C 1-(2-((2S,6R)-2,6-dimethylmorpholino)ethyl)-4-hydroxy-N-((1s,4S)-4-methylcyclohexyl)-2-oxo-1,2-dihydro-1,8-naphthyridine-3-carboxamide